OC(CNC1(CCC1)C)C1=CC(=C2CNC(C2=C1)=O)C(F)(F)F 6-(1-hydroxy-2-((1-methylcyclobutyl)amino)ethyl)-4-(trifluoromethyl)isoindolin-1-one